C1=C(C=CC2=CC=CC=C12)P(C1=CC2=CC=CC=C2C=C1)=O bis-(2-naphthyl)phosphine oxide